FC=1C=NN2C1C(=NC(=C2)C=2C=NN(C2)C)C=2CCNCC2 3-fluoro-6-(1-methylpyrazol-4-yl)-4-(1,2,3,6-tetrahydropyridin-4-yl)pyrazolo[1,5-a]pyrazine